C(C1=CC=CC=C1)OC=1C=C2C(=C(N(C2=CC1)C1=CC(=C(C=C1)F)C)C(F)(F)F)C1CC(C1)(C(=O)OC)C Methyl 3-[5-benzyloxy-1-(4-fluoro-3-methyl-phenyl)-2-(trifluoromethyl)indol-3-yl]-1-methyl-cyclobutanecarboxylate